ClC1=NC=C(C(=N1)OC1=NC=CC(=C1F)I)C=1OC=CN1 2-(2-chloro-4-((3-fluoro-4-iodopyridin-2-yl)oxy)pyrimidin-5-yl)oxazole